2-{3-[(2R,6S)-2,6-Dimethylmorpholin-4-carbonyl]-4,4a,5,5a-tetrahydro-1H-cyclopropa[4,5]cyclopenta[1,2-c]pyrazol-1-yl}-1-[4-(2,3-dimethylphenyl)piperazin-1-yl]ethan-1-on C[C@@H]1CN(C[C@@H](O1)C)C(=O)C=1C2=C(N(N1)CC(=O)N1CCN(CC1)C1=C(C(=CC=C1)C)C)C1C(C2)C1